ClC1=C(C=NN1)C1=CC=C2C(N(C=NC2=C1)CC=1C=C(C(=O)NCC2CCN(CC2)C)C=CC1)=O 3-((7-(5-Chloro-1H-pyrazol-4-yl)-4-oxoquinazolin-3(4H)-yl)methyl)-N-((1-methylpiperidin-4-yl)methyl)benzamide